OC1=C(C=NNC(C(C)OC2=CC(=CC=C2)F)=O)C(=CC=C1)O N'-(2,6-dihydroxybenzylidene)-2-(3-fluorophenoxy)propionyl-hydrazine